5,7-dihydroxy-3-(4-methoxyphenyl)-8-(tetrahydro-1H-pyrrol-1-ylmethyl)-4H-chromen-4-one OC1=C2C(C(=COC2=C(C(=C1)O)CN1CCCC1)C1=CC=C(C=C1)OC)=O